C(#N)C=1C=NN2C1C(=CC(=C2)OCC(C)(C)O)C=2C=CC(=NC2)N2CC1C(C(C2)C1)C(=O)NC1=CC=CC=C1 3-(5-(3-cyano-6-(2-hydroxy-2-methylpropoxy)pyrazolo[1,5-a]pyridin-4-yl)pyridin-2-yl)-N-phenyl-3-azabicyclo[3.1.1]heptane-6-carboxamide